Ethyl ({trans-4-[2-(cyanomethyl)-1H-imidazo[4,5-d]thieno[3,2-b]pyridin-1-yl]cyclohexyl}methyl)carbamate C(#N)CC1=NC=2C(=C3C(=NC2)C=CS3)N1[C@@H]1CC[C@H](CC1)CNC(OCC)=O